((6-((4-tert-Butyldiphenylsilyloxybutyl)amino)undecane-1,11-diyl)bis(sulfane-diyl))bis(octane-1,2-diyl) dicycloheptanecarboxylate C1(CCCCCC1)C(=O)OC(CSCCCCCC(CCCCCSCC(CCCCCC)OC(=O)C1CCCCCC1)NCCCCO[Si](C1=CC=CC=C1)(C1=CC=CC=C1)C(C)(C)C)CCCCCC